FC1CC(C1)C(=O)NC1=CNC2=CC=C(C=C12)C=1C=NN(C1)C1=CC=C(C=C1)C(F)(F)F 3-fluoro-N-(5-{1-[4-(trifluoromethyl)phenyl]-1H-pyrazol-4-yl}-1H-indol-3-yl)cyclobutane-1-carboxamide